(R)-N-((4-((4-(dimethylamino)-1-(phenylthio)butan-2-yl)amino)-3-nitrophenyl)sulfonyl)-1-methoxycyclohexane-1-carboxamide CN(CC[C@H](CSC1=CC=CC=C1)NC1=C(C=C(C=C1)S(=O)(=O)NC(=O)C1(CCCCC1)OC)[N+](=O)[O-])C